C(CCCCCCCCCCCCCC)(=O)OCC([C@H](C[C@H]1C(NCC1)=O)NC([C@H](CC(C)C)NC(C(=O)NC1=C(C=CC=C1)F)=O)=O)=O (S)-3-((S)-2-(2-((2-fluorophenyl)amino)-2-oxoacetamido)-4-methylpentanamido)-2-oxo-4-((S)-2-oxopyrrolidin-3-yl)butyl pentadecanoate